NC1=NC=C(C2=C1C=NN2)NC(=O)C(=O)N(C(C)CC)CC2=CC=CC=C2 N-(4-amino-1H-pyrazolo[4,3-c]pyridin-7-yl)-N'-benzyl-N'-sec-butyl-oxamide